4-cyano-2,3,5,6-tetrafluorobenzenesulfonyl chloride C(#N)C1=C(C(=C(C(=C1F)F)S(=O)(=O)Cl)F)F